C(C1=CC=CC=C1)OC(=O)N[C@H](C=1N=C2N(N=C(C(=C2)C)CC2(C(NCC(C2)(F)F)=O)C(=O)OC)C1)C1CCC(CC1)(F)F methyl 3-((2-((S)-(((benzyloxy)carbonyl)amino)(4,4-difluorocyclohexyl)methyl)-7-methylimidazo[1,2-b]pyridazin-6-yl)methyl)-5,5-difluoro-2-oxopiperidine-3-carboxylate